NCC=1C=C(C=CC1)N1N=C(C=C1C(=O)NC1=CC(=CC=C1)C(CCC1CC1)N1C(C=CC=C1)=O)C(F)(F)F 1-(3-(aminomethyl)phenyl)-N-(3-(3-cyclopropyl-1-(2-oxopyridin-1(2H)-yl)propyl)phenyl)-3-(trifluoromethyl)-1H-pyrazole-5-carboxamide